BrC1=C(C=CC=C1)C1(CCN(CC1)C(=O)OC(C)(C)C)C(=O)O 4-(2-bromophenyl)-1-(tert-butoxycarbonyl)piperidine-4-carboxylic acid